Diallyl ((4-((((4-nitrophenoxy)carbonyl)oxy)methyl)phenyl)carbamoyl)-L-glutamate [N+](=O)([O-])C1=CC=C(OC(=O)OCC2=CC=C(C=C2)NC(=O)N[C@@H](CCC(=O)OCC=C)C(=O)OCC=C)C=C1